4-Bromo-1-methyl-1H-1,3-benzodiazol-2-amine BrC1=CC=CC=2N(C(=NC21)N)C